5-Bromo-2-(3-(2,6-dioxopiperidin-3-yl)ureido)-4-methylthiophene-3-carboxylic acid ethyl ester C(C)OC(=O)C1=C(SC(=C1C)Br)NC(=O)NC1C(NC(CC1)=O)=O